6-((1S,2S)-2-(4-cyano-1H-pyrazol-1-yl)cyclobutyl)-4-oxo-1-((S)-1-(6-(trifluoromethyl)pyridin-3-yl)ethyl)-4,5-dihydro-1H-pyrazolo[3,4-d]pyrimidine-3-carbonitrile C(#N)C=1C=NN(C1)[C@@H]1[C@H](CC1)C=1NC(C2=C(N1)N(N=C2C#N)[C@@H](C)C=2C=NC(=CC2)C(F)(F)F)=O